BrC=1C2=CN(N=C2C=CC1)C[Si](C)(C)C 4-bromo-2-[(trimethylsilyl)methyl]-2H-indazole